isobutyl-di(non-8-en-1-yl)-aluminum C(C(C)C)[Al](CCCCCCCC=C)CCCCCCCC=C